1-butyl-2-ethyl-3-methylimidazolium bromide [Br-].C(CCC)N1C(=[N+](C=C1)C)CC